ClC1=CC(=C(C=C1)NC1C(CN(CC1)C(=O)[O-])C)[N+](=O)[O-] 4-[(4-chloro-2-nitrophenyl)amino]-3-methylpiperidine-1-carboxylate